O=C1NC(CCC1NC1=CC=C(C=C1)N1CCN(CC1)CCN1CCC(CC1)NC(OC(C)(C)C)=O)=O tert-butyl (1-(2-(4-(4-((2,6-dioxopiperidin-3-yl)amino)phenyl)piperazin-1-yl)ethyl)piperidin-4-yl)carbamate